NC1=CC(=C(C(=C1)F)N1CCC(CC1)(O)CN1CCN(CC1)C(=O)OCC1=CC=CC=C1)F benzyl 4-((1-(4-amino-2,6-difluorophenyl)-4-hydroxypiperidin-4-yl)methyl)piperazine-1-carboxylate